Cbz-L-alaninate C(=O)(OCC1=CC=CC=C1)N[C@@H](C)C(=O)[O-]